2-(3-chlorobicyclo[1.1.1]pentan-1-yl)cyclohex-1-enecarbonitrile ClC12CC(C1)(C2)C2=C(CCCC2)C#N